N4-(5-isopropyl-1,2,4-thiadiazol-3-yl)-1-methyl-1H-benzo[d]imidazole-2,4-diamine C(C)(C)C1=NC(=NS1)NC1=CC=CC=2N(C(=NC21)N)C